{[7-(4-Fluoro-phenoxy)-4-hydroxy-isoquinoline-3-carbonyl]-amino}-acetic acid FC1=CC=C(OC2=CC=C3C(=C(N=CC3=C2)C(=O)NCC(=O)O)O)C=C1